CN1N=CC=2C1=NC(=CC2N2CC1=CC=C(C=C1[C@H](C2)C)OC[C@@H]2NCCNC2)C (4R)-2-(1,6-dimethylpyrazolo[3,4-b]pyridin-4-yl)-4-methyl-6-[[(2R)-piperazin-2-yl]methoxy]-3,4-dihydro-1H-isoquinoline